N-(2-ethylamino-phenyl)-N'-(3-methylbenzyl)-1,2-ethanediamine C(C)NC1=C(C=CC=C1)NCCNCC1=CC(=CC=C1)C